1-piperazinethanol N1(CCNCC1)CCO